C1(=CC=CC=C1)CCCCCC(=O)O 6-phenylhexanoic acid